(3,4-dichloro-2-fluorophenyl)(4-iodo-5-methyl-1-((2-(trimethylsilyl)ethoxy)methyl)-1H-imidazol-2-yl)methyl diisopropylcarbamate C(C)(C)N(C(OC(C=1N(C(=C(N1)I)C)COCC[Si](C)(C)C)C1=C(C(=C(C=C1)Cl)Cl)F)=O)C(C)C